tert-Butyl 4-(p-tolylsulfonylhydrazono)piperidine-1-carboxylate C1(=CC=C(C=C1)S(=O)(=O)NN=C1CCN(CC1)C(=O)OC(C)(C)C)C